CC1=C(C=C2C(=N1)NC(=N2)CCNC(C2=CC(=CC=C2)C2=NOC(=N2)C)=O)C(=O)OCC Ethyl 5-methyl-2-(2-(3-(5-methyl-1,2,4-oxadiazol-3-yl)benzamido)ethyl)-3H-imidazo[4,5-b]pyridine-6-carboxylate